ClCC1=NC(=NO1)C1=C(C=CC=C1)C 5-(chloromethyl)-3-(2-methylphenyl)-1,2,4-oxadiazole